Cl.ClC1=CC=C(C=C1)NC(=N)NC(=N)N 1-(4-chlorophenyl)biguanide hydrochloride salt